N-(4-Methoxy-benzyl)-3-[6-methyl-3-(4-trifluoromethoxy-benzyl)-3H-imidazo[4,5-b]pyridin-2-yl]-propionamide COC1=CC=C(CNC(CCC2=NC=3C(=NC=C(C3)C)N2CC2=CC=C(C=C2)OC(F)(F)F)=O)C=C1